FC1=C(C=C(C=C1)OCCCO)C1=NC(=NC=C1)N1CCC(CC1)C(=O)O 1-(4-(2-fluoro-5-(3-hydroxypropoxy)phenyl)pyrimidin-2-yl)piperidine-4-carboxylic acid